3-amino-5-(difluoromethoxy)-4-(methylamino)benzoic acid methyl ester COC(C1=CC(=C(C(=C1)OC(F)F)NC)N)=O